3-propenyl-thiophene C(=CC)C1=CSC=C1